2-tert-butyl-1H-benzoimidazole-4-carboxylic acid {1-[1-(3-methyl-benzoyl)-piperidin-4-ylmethyl]piperidin-4-ylmethyl}amide CC=1C=C(C(=O)N2CCC(CC2)CN2CCC(CC2)CNC(=O)C2=CC=CC=3NC(=NC32)C(C)(C)C)C=CC1